N[C@H](C(C)C)C(=O)[O-] D-valinate